(E)-2-(2-amino-4-(methylthio)butanamido)ethyl (4-(3,5-dimethoxystyryl) phenyl) carbonate Hydrochloride Cl.C(OCCNC(C(CCSC)N)=O)(OC1=CC=C(C=C1)C=CC1=CC(=CC(=C1)OC)OC)=O